N-[(4,5-dichloro-2-methoxyphenyl)[1-(prop-1-en-2-yl)piperidin-4-yl]methyl]pyridin-2-amine ClC1=CC(=C(C=C1Cl)C(NC1=NC=CC=C1)C1CCN(CC1)C(=C)C)OC